O1CCOC12CC=CCC2 1,4-dioxa-spiro[4.5]dec-7-ene